ClC1=C(C=CC(=C1)C(F)(F)F)NCC1=CC(=CC(=N1)C(=O)O)C 6-(((2-chloro-4-(trifluoromethyl)phenyl)amino)methyl)-4-methylpyridinecarboxylic acid